Cl.C(C)OCC1(CCN(CC1)CC1=CC=C(C=C1)NC(C)=O)CCC=1SC=CC1 N-(4-((4-(ethoxymethyl)-4-(2-(thiophen-2-yl)ethyl)piperidin-1-yl)methyl)phenyl)acetamide HCl